(4-(methylsulfonyl)Phenyl)methanol CS(=O)(=O)C1=CC=C(C=C1)CO